C1=CC=CC=2C3=CC=CC=C3C(C12)COC(=O)N(C(C(=O)O)CC1=C(C=CC=C1)C1CC1)C 2-((((9H-Fluoren-9-yl)methoxy)carbonyl)(methyl)amino)-3-(2-cyclopropylphenyl)propanoic acid